OC(CC(=O)N[C@@H](C)C1=CC(=CC=C1)OCC(F)(F)F)(C(C)C)C(F)(F)F 3-Hydroxy-4-methyl-N-((S)-1-(3-(2,2,2-trifluoro-ethoxy)phenyl)ethyl)-3-(trifluoromethyl)pentanamide